C(N)(=O)C1=CC=C(C=C1)C=1C=NN2C1C=C(C=C2)C(=O)N(C)C=2C=CC(=C(C(=O)OC(C)C)C2)Cl Isopropyl 5-(3-(4-carbamoylphenyl)-N-methylpyrazolo[1,5-a]pyridine-5-carboxamido)-2-chlorobenzoate